C1C2NCC3N(C21)CCN(C3)C(=O)[O-] octahydrocyclopropa[e]pyrazino[1,2-a]pyrazine-5(1H)-carboxylate